6-aminocaproic acid-2-ethylhexyl ester C(C)C(COC(CCCCCN)=O)CCCC